C(C)C1(CSC2=C(N(C1)C1=CC=CC=C1)C=C(C(=C2)OC)I)CC 3,3-diethyl-7-iodo-8-methoxy-5-phenyl-2,3,4,5-tetrahydro-1,5-benzothiazepine